OCC1=C2CNCC2=CC=C1 4-(hydroxymethyl)isoindolin